perfluorophenyl 7-(cyclopropyl difluoromethyl)-2-methoxyquinoline-3-carboxylate C1(CC1)C(C1=CC=C2C=C(C(=NC2=C1)OC)C(=O)OC1=C(C(=C(C(=C1F)F)F)F)F)(F)F